C(C)C=1N=C(C2=C(N1)SC(=C2)C)NCCCCC2=CC=CC=C2 2-ethyl-6-methyl-N-(4-phenylbutyl)thieno[2,3-d]pyrimidin-4-amine